O=C1NC(CC[C@@H]1N1C(C2=CC=C(C=C2C1)N1CCN(CC1)C1CN(C1)C(=O)OC(C)(C)C)=O)=O tert-butyl 3-[4-[2-[(3S)-2,6-dioxo-3-piperidyl]-1-oxo-isoindolin-5-yl]piperazin-1-yl]azetidine-1-carboxylate